C(C1=CC=CC=C1)(=O)NC(=O)C=1N(C(N2C1CN(CC2)CC2=CC(=C(C=C2)Br)Cl)=O)C=2C=CC1=C(C(=CO1)C)C2 N-benzoyl-7-(4-bromo-3-chloro-benzyl)-2-(3-methylbenzofuran-5-yl)-3-oxo-6,8-dihydro-5H-imidazo[1,5-a]pyrazine-1-carboxamide